COC1=CC2=C(N(C(N2)=O)C=2C3=C(N=C(N2)SC)CCC3)C=C1 5-methoxy-1-(2-(methylthio)-6,7-dihydro-5H-cyclopenta[d]pyrimidin-4-yl)-1H-benzo[d]imidazol-2(3H)-one